2-((Diphenylmethylene)amino)-2-(2-(methylthio)pyrimidin-4-yl)acetate C1(=CC=CC=C1)C(C1=CC=CC=C1)=NC(C(=O)[O-])C1=NC(=NC=C1)SC